C(#C)C=1C(=CC=C2C=C(C=C(C12)C1=C(C=2N=C(N=C(C2C=N1)N1CCC(CC1)C(=O)OC)OC[C@]12CCCN2C[C@@H](C1)F)F)O)F methyl 1-(7-(8-ethynyl-7-fluoro-3-hydroxynaphthalen-1-yl)-8-fluoro-2-(((2R,7aS)-2-fluorotetrahydro-1H-pyrrolizin-7a(5H)-yl)methoxy)pyrido[4,3-d]pyrimidin-4-yl)piperidine-4-carboxylate